(E)-1-chloro-4-methoxy-2-(2-nitrovinyl)benzene ClC1=C(C=C(C=C1)OC)\C=C\[N+](=O)[O-]